(3S,4R)-3-amino-4-methoxy-pyrrolidine-1-carboxylic acid tert-butyl ester C(C)(C)(C)OC(=O)N1C[C@@H]([C@@H](C1)OC)N